Cl.FC1([C@@H]([C@@H](NC1)CC=1C(=C(C=CC1)C1=CC(=CC(=C1)F)F)F)NS(=O)(=O)C)F N-{(2s,3r)-4,4-difluoro-2-[(2,3',5'-trifluoro[1,1'-biphenyl]-3-yl)methyl]pyrrolidin-3-yl}methanesulfonamide hydrochloride